3-(4-methylphenyl)-1,4,2-dioxazol-5-one CC1=CC=C(C=C1)C1=NOC(O1)=O